ricinoleic acid amide 3,5-diisoprenyl-4-hydroxycinnamate C(=CC(C)=C)C=1C=C(C=CC(=O)O)C=C(C1O)C=CC(C)=C.C(CCCCCCC\C=C/C[C@H](O)CCCCCC)(=O)N